(1S,2R)-N-(6-(1-((3R,4R)-4-fluoro-3-methyltetrahydrofuran-3-yl)piperidin-4-yl)-7-methylisoquinolin-3-yl)-5-oxaspiro[2.4]heptane-1-carboxamide F[C@@H]1[C@](COC1)(C)N1CCC(CC1)C=1C=C2C=C(N=CC2=CC1C)NC(=O)[C@H]1CC12COCC2